FC=1C=C(CC2(CCC2)C#N)C=CC1F 1-(3,4-difluorobenzyl)cyclobutane-1-carbonitrile